C(C=C)OC(=O)N[C@@H](CCCCNC(CCOCCOCCOCCOCCOCCOCCOCCOC)=O)C(=O)OC1=C(C(=C(C(=C1F)F)F)F)F perfluorophenyl (S)-32-(((allyloxy)carbonyl)amino)-26-oxo-2,5,8,11,14,17,20,23-octaoxa-27-azatritriacontan-33-oate